NC=1C=C(N(N1)C1=NC=C(C=C1)Br)C(C)N(C(C1=CC(=CC(=C1)C(F)(F)F)C(F)(F)F)=O)C N-[1-[5-amino-2-(5-bromo-2-pyridyl)pyrazol-3-yl]ethyl]-N-methyl-3,5-bis(trifluoromethyl)benzamide